6-((S)-5-(tert-butoxy)-4-(18-(tert-butoxy)-18-oxooctadecanamido)-5-oxopentanoylamino)hexane C(C)(C)(C)OC([C@H](CCC(=O)NCCCCCC)NC(CCCCCCCCCCCCCCCCC(=O)OC(C)(C)C)=O)=O